NC1=C(C=C(C=C1C(=O)N)\C=C\C1=CC(=CC=C1)F)C1=CC=C(C=C1)S(N)(=O)=O (E)-2-amino-5-(3-fluorostyryl)-4'-sulfamoyl-[1,1'-biphenyl]-3-carboxamide